tri(p-tolyl)phosphonium sulfate S(=O)(=O)([O-])[O-].C1(=CC=C(C=C1)[PH+](C1=CC=C(C=C1)C)C1=CC=C(C=C1)C)C.C1(=CC=C(C=C1)[PH+](C1=CC=C(C=C1)C)C1=CC=C(C=C1)C)C